4-(4-chloro-5-(trifluoromethyl)pyridin-2-yl)piperazine-1-carboxylic acid tert-butyl ester C(C)(C)(C)OC(=O)N1CCN(CC1)C1=NC=C(C(=C1)Cl)C(F)(F)F